6-chloro-3-((1-(2-cyano-3-(6-fluoro-3,4-dihydroisoquinolin-2(1H)-yl)-7-methylquinoxalin-5-yl)ethyl)amino)picolinic acid ClC1=CC=C(C(=N1)C(=O)O)NC(C)C1=C2N=C(C(=NC2=CC(=C1)C)C#N)N1CC2=CC=C(C=C2CC1)F